7-chloro-6-(2-fluoro-5-methoxy-phenyl)-1-methyl-8-(trifluoromethyl)-4H-[1,2,4]triazolo[4,3-a][1,4]benzodiazepine ClC1=C(C=CC2=C1C(=NCC=1N2C(=NN1)C)C1=C(C=CC(=C1)OC)F)C(F)(F)F